((4-(2-chloro-5-fluoropyrimidin-4-yl)-2-fluorophenoxy)methyl)cyclopropanecarbonitrile ClC1=NC=C(C(=N1)C1=CC(=C(OCC2(CC2)C#N)C=C1)F)F